NC1=C2C(=NC=N1)N(N=C2C2=CC=C(C=C2)OC2=CC=CC=C2)C2CCN(CC2)CC2=C(C=CC=C2F)NC2C(NC(CC2)=O)=O 3-((2-((4-(4-amino-3-(4-phenoxyphenyl)-1H-pyrazolo[3,4-d]pyrimidin-1-yl)piperidin-1-yl)methyl)-3-fluorophenyl)amino)piperidine-2,6-dione